C1(CC1)C1=NN=C2N1N=C(C=C2NCC2=NC=CC=C2)NC(C)C 3-cyclopropyl-N6-isopropyl-N8-(pyridin-2-ylmethyl)-[1,2,4]triazolo[4,3-b]pyridazine-6,8-diamine